C1(CC1)C1=C(CN2CCC3(CN(C(C3=O)=O)C3=CC=C(C=C3)S(=O)(=O)O)CC2)C=C(C(=C1)OC1=C(C=NC=C1)C(=O)N1CCN(C2=CC=CC=C12)C1CC1)OC 4-(8-(2-Cyclopropyl-4-((3-(4-cyclopropyl-1,2,3,4-tetrahydroquinoxaline-1-carbonyl)pyridin-4-yl)oxy)-5-methoxybenzyl)-2-oxo-1-oxo-3,8-diazaspiro[4.5]dec-3-yl)benzenesulfonic acid